N1(CCCCCCC1)C(=O)OC[C@H]1O[C@@]([C@@H]([C@@H]1OC(C)=O)OC(C)=O)(C#N)C1=CC=C2C(=NC=NN21)N [(2R,3R,4R,5R)-3,4-diacetoxy-5-(4-aminopyrrolo[2,1-f][1,2,4]triazin-7-yl)-5-cyano-tetrahydrofuran-2-yl]methyl azocane-1-carboxylate